ClC=1C=C(C=CC1Cl)[C@@]12OC[C@@H](N(C1)C(=O)OC)C2 methyl (1R,4S)-1-(3,4-dichlorophenyl)-2-oxa-5-azabicyclo-[2.2.1]heptane-5-carboxylate